3-(6,7-dihydro-5H-pyrrolo[1,2-a]imidazol-2-yl)-N-methyl-4-{4-[(trifluoromethyl)sulfanyl]phenoxy}benzene-1-sulfonamide N1=C2N(C=C1C=1C=C(C=CC1OC1=CC=C(C=C1)SC(F)(F)F)S(=O)(=O)NC)CCC2